N1CCC(CCC1)CN1C=NC2=C1C=NC(=C2C2=CC=C(C#N)C=C2)C=2C=CC1=C(OCCN1C)C2 4-(3-(azepan-4-ylmethyl)-6-(4-methyl-3,4-dihydro-2H-benzo[b][1,4]oxazin-7-yl)-3H-imidazo[4,5-c]pyridin-7-yl)benzonitrile